N-{[(2S)-4,4-difluoro-oxolan-2-yl]methyl}-2-{[(2S)-1,4-dioxan-2-yl]methyl}-8-(trifluoromethyl)-4,5-dihydro-2H-furo[2,3-g]indazole-7-carboxamide FC1(C[C@H](OC1)CNC(=O)C1=C(C2=C(CCC3=CN(N=C23)C[C@@H]2OCCOC2)O1)C(F)(F)F)F